C(C)(=O)OCC(COC(C)=O)(C)COS(=O)(=O)Cl 2-(((chlorosulfonyl) oxy) methyl)-2-methylpropan-1,3-diyl diacetate